tert-butyl 5-ethyl-5-methyl-1,2,3-oxathiazolidine-3-carboxylate 2,2-dioxide C(C)C1(CN(S(O1)(=O)=O)C(=O)OC(C)(C)C)C